C(#N)[C@H](C[C@@H]1C(NCCC1)=O)NC(=O)[C@@H]1N([C@H]2CC([C@@H]1CC2)(F)F)C([C@H](CC2CCC2)NC(C(F)(F)F)=O)=O (1R,3R,4R)-N-[(1S)-1-cyano-2-[(3R)-2-oxo-3-piperidyl]ethyl]-2-[(2S)-3-cyclobutyl-2-[(2,2,2-trifluoroacetyl)amino]propanoyl]-5,5-difluoro-2-azabicyclo[2.2.2]octane-3-carboxamide